2-Phenyl-(S)-2-(8-(5-(4-(piperazin-1-ylmethyl)piperidin-1-yl)pyrimidin-2-yl)-6,6a,7,8,9,10-hexahydro-5H-pyrazino[1',2':4,5]pyrazino[2,3-c]pyridazin-2-yl)phenol C1(=CC=CC=C1)C1([C@H](C=CC=C1)O)C=1C=C2C(=NN1)NCC1N2CCN(C1)C1=NC=C(C=N1)N1CCC(CC1)CN1CCNCC1